Methyl 4-fluoro-3-formylbenzoate FC1=C(C=C(C(=O)OC)C=C1)C=O